C(C)(=O)OCC=CCOC(C)=O but-2-ene-1,4-diyl diacetate